OC(CN1CCN(CC1)C=1C=CC(=C(C(=O)OC)C1)C)C methyl 5-(4-(2-hydroxypropyl) piperazin-1-yl)-2-methylbenzoate